1-(4-methoxybenzyl)-3-(6-(3-methylbenzyl)spiro[3.3]hept-2-yl)urea COC1=CC=C(CNC(=O)NC2CC3(C2)CC(C3)CC3=CC(=CC=C3)C)C=C1